C(C)(=O)C1C(CCCC1)=O C2-acetylcyclohexanone